1',3',5'-triphenyl-1'H-[1,4']bipyrazole C1(=CC=CC=C1)N1N=C(C(=C1C1=CC=CC=C1)N1N=CC=C1)C1=CC=CC=C1